4-(3-Chloro-2-fluoro-6-methoxyphenyl)-6-methyl-N-(5-oxo-4-(2,2,2-trifluoroethyl)-4,5-dihydro-1,3,4-thiadiazol-2-yl)nicotinamide ClC=1C(=C(C(=CC1)OC)C1=CC(=NC=C1C(=O)NC=1SC(N(N1)CC(F)(F)F)=O)C)F